C(#N)C1=CC=C(C2=C1OC(O2)(F)F)NC(C(C)(C)N2N=CC(=C2)I)=O N-(7-cyano-2,2-difluorobenzo[d][1,3]dioxolan-4-yl)-2-(4-iodo-1H-pyrazole-1-yl)-2-methylpropanamide